2-PROPYL-3-PENTENOIC ACID C(CC)C(C(=O)O)C=CC